C1(CC1)C1=C(C(=NN1C=1SC=C(N1)C(=O)O)C1=CC=CC=C1)CC1=CC=C(C=C1)S(N)(=O)=O 2-(5-cyclopropyl-3-phenyl-4-(4-sulfamoylbenzyl)-1H-pyrazol-1-yl)thiazole-4-carboxylic acid